O(C1=CC=CC=C1)C1=CC=C(C=C1)C1=CC=C(C=C1)OC1=CC=CC=C1 diphenoxybiphenyl